(±)-3-(4-bromophenyl)tetrahydrofuran-3-amine BrC1=CC=C(C=C1)[C@]1(COCC1)N |r|